COC1=CC=C(CN2N=CC(=C(C2=O)C(F)(F)F)N[C@H](COC(C(=O)OC(C)(C)C)C)C)C=C1 tert-Butyl 2-((S)-2-((1-(4-methoxybenzyl)-6-oxo-5-(trifluoromethyl)-1,6-dihydropyridazine-4-yl)amino)propoxy)propionate